R-(+)-Aminoindane N[C@@H]1CCC2=CC=CC=C12